α-naphthaldehyde C1(=CC=CC2=CC=CC=C12)C=O